4-Amino-3-[6-(5-fluoro-2-propoxyphenyl)pyridin-3-ylazo]naphthalene-1-sulfonic acid NC1=C(C=C(C2=CC=CC=C12)S(=O)(=O)O)N=NC=1C=NC(=CC1)C1=C(C=CC(=C1)F)OCCC